O[C@H](\C=C\CCCCCCCCCCCCCCCCCCCCCCCCCCC)[C@H]1NC(OC1)(C)C (4S)-4-[(E,1R)-1-hydroxytriacontane-2-enyl]-2,2-dimethyl-oxazolidine